4-(4-(tert-butoxycarbonyl)phenyl)-8-methyl-3,4-dihydro-2H-benzo[b][1,4]oxazine-7-carboxylic acid C(C)(C)(C)OC(=O)C1=CC=C(C=C1)N1C2=C(OCC1)C(=C(C=C2)C(=O)O)C